C1(CC1)N1CCOC=2C1=CC=1C(=CC=NC1C2)O 1-cyclopropyl-2,3-dihydro-1H-[1,4]oxazino[3,2-g]quinolin-9-ol